3-chloro-2,6-difluoro-N-(6-fluoropyridin-2-yl)-4-(3-methoxy-3-(1-methylazetidin-3-yl)pyrrolidin-1-yl)benzenesulfonamide ClC=1C(=C(C(=CC1N1CC(CC1)(C1CN(C1)C)OC)F)S(=O)(=O)NC1=NC(=CC=C1)F)F